[Cl-].C1[NH2+]CCCC2C1C=1C=CC=CC1CO2 1,2,3,4,5,5a,7,11b-Octahydroisochromeno[4,3-c]azepin-2-ium chloride